8-chloro-6-fluoro-N~2~-{2-fluoro-4-[(methylsulfonyl)methyl]phenyl}-7-(8-methyl-2,3-dihydro-1H-pyrido[2,3-b][1,4]oxazin-7-yl)quinazoline-2,5-diamine ClC1=C(C(=C(C=2C=NC(=NC12)NC1=C(C=C(C=C1)CS(=O)(=O)C)F)N)F)C1=C(C2=C(OCCN2)N=C1)C